3,4,6,7,10,11-hexahydro-2H,9H-benzo[b][1,4,8,11]tetraoxacyclotetradecine O1C2=C(OCCCOCCOCCC1)C=CC=C2